ClC=1C=CC(=C(C1)C1=CC(=C2CCCCN12)C(=O)N(C1=CC=C(C=C1)O)CC1=C(C=CC=C1)C#N)C(=O)N1CC2=CC=CC=C2C[C@H]1CN1CCOCC1 3-[5-chloro-2-[(3S)-3-(morpholinomethyl)-3,4-dihydro-1H-isoquinoline-2-carbonyl]phenyl]-N-[(2-cyanophenyl)methyl]-N-(4-hydroxyphenyl)-5,6,7,8-tetrahydroindolizine-1-carboxamide